N1-(1H-Benzimidazol-2-ylmethyl)-N1-(5,6,7,8-tetrahydro-quinolin-8-yl)-propane-1,3-diamine N1C(=NC2=C1C=CC=C2)CN(CCCN)C2CCCC=1C=CC=NC21